C(CCCCCCC)C=1OCCN1 2-n-octyl-2-oxazolin